4,6-dihydroxyl-2-methoxy-3-allylbenzaldehyde OC1=C(C(=C(C=O)C(=C1)O)OC)CC=C